C[C@@H]1CC[C@@]2(CC[C@@]3(C(=C[C@H]([C@H]4[C@]3(CC[C@@H]5[C@@]4(C[C@H]([C@@H]([C@@]5(C)CO)O)O)C)C)O)[C@@H]2[C@H]1C)C)C(=O)O The molecule is a pentacyclic triterpenoid that is the 11alpha-hydroxy derivative of asiatic acid. Isolated from the methanolic extract of the leaves of Symplocos lancifolia, it exhibits antibacterial activity. It has a role as a metabolite and an antibacterial agent. It is a hydroxy monocarboxylic acid and a pentacyclic triterpenoid. It derives from an asiatic acid. It derives from a hydride of an ursane.